3-methyl-1-(trifluoromethyl)imidazo[1,5-a]Pyridine-6-carboxylic acid methyl ester COC(=O)C=1C=CC=2N(C1)C(=NC2C(F)(F)F)C